3-[[2-[[3-[2-(2-hydroxyethylsulfanyl)phenyl]-[1,2,4]triazolo[4,3-a]pyridin-6-yl]sulfanyl]phenyl]methyl]urea OCCSC1=C(C=CC=C1)C1=NN=C2N1C=C(C=C2)SC2=C(C=CC=C2)CNC(N)=O